2'-{9H-fluorene-9,9-diylbis[([1,1'-biphenyl]-5,2-diyl)oxyethane-2,1-diyloxy[1,1'-binaphthalene]-2',2-diyloxy]}di(ethan-1-ol) C1=CC=CC=2C3=CC=CC=C3C(C12)(C=1C=CC(=C(C1)C1=CC=CC=C1)OCCOC1=C(C2=CC=CC=C2C=C1)C1=C(C=CC2=CC=CC=C12)OCCO)C=1C=CC(=C(C1)C1=CC=CC=C1)OCCOC1=C(C2=CC=CC=C2C=C1)C1=C(C=CC2=CC=CC=C12)OCCO